o-pyrazolyl-phenylketone N1N=C(C=C1)C1=C(C=CC=C1)C(=O)C1=C(C=CC=C1)C1=NNC=C1